1-(α-ethylbenzyl)-3-nitroguanidine C(C)C(C1=CC=CC=C1)NC(=N)N[N+](=O)[O-]